C1=CC(=C(C=C1F)N)N 3,4-diaminofluorobenzene